tert-butyl N-[(3R,6R)-6-(hydroxymethyl)oxan-3-yl]carbamate CC(C)(C)OC(=O)N[C@@H]1CC[C@@H](OC1)CO